S1C2=C(C(=C1)C[C@@H](N)C(=O)O)C=CC=C2 3-(3-benzo(b)thienyl)-D-alanine